CC(CC1CC(=O)OC1=O)=C 3-(2-methylallyl)succinic anhydride